azole N1C=CC=C1